BrC1=C2C(=NC=C1I)NC=C2 4-bromo-5-iodo-1H-pyrrolo[2,3-b]pyridine